2-((4-(3-(4-Chloro-2-fluorophenyl)-4,4-difluorochroman-5-yl)piperidin-1-yl)methyl)-1-(((S)-oxetane-2-yl)methyl)-1H-benzo[d]imidazole-6-carboxylic acid ClC1=CC(=C(C=C1)C1COC2=CC=CC(=C2C1(F)F)C1CCN(CC1)CC1=NC2=C(N1C[C@H]1OCC1)C=C(C=C2)C(=O)O)F